2,6-Difluoro-3-(1-methyl-6-(8-(methylsulfonyl)-3,8-diazabicyclo[3.2.1]octan-3-yl)-1H-pyrazolo[3,4-d]pyrimidin-3-yl)-5-(trifluoromethyl)phenol FC1=C(C(=C(C=C1C1=NN(C2=NC(=NC=C21)N2CC1CCC(C2)N1S(=O)(=O)C)C)C(F)(F)F)F)O